2-methoxy-5-((3-methylpyridin-4-yl)methoxy)isonicotinaldehyde COC=1C=C(C=O)C(=CN1)OCC1=C(C=NC=C1)C